tert-butyl ({6-(diethylamino)-2-[6-(4-ethyl-4H-1,2,4-triazol-3-yl)pyridin-2-yl]-1-oxo-2,3-dihydro-1H-pyrrolo[3,4-c]pyridin-4-yl}methyl)methylcarbamate C(C)N(C1=CC2=C(C(=N1)CN(C(OC(C)(C)C)=O)C)CN(C2=O)C2=NC(=CC=C2)C2=NN=CN2CC)CC